dibenzoAzoloic acid C1(=CC=CC=2NC3=C(C21)C=CC=C3)C(=O)O